tert-butyl N-ethyl-N-[(3R)-1-[7-({8-fluoro-2-methylimidazo[1,2-a]pyridin-6-yl}carbamoyl)-2-methylindazol-4-yl]pyrrolidin-3-yl]carbamate C(C)N(C(OC(C)(C)C)=O)[C@H]1CN(CC1)C=1C2=CN(N=C2C(=CC1)C(NC=1C=C(C=2N(C1)C=C(N2)C)F)=O)C